O[C@H]1CN(CC1)C(=O)[C@@H]1CCCC=2N1C(N(N2)CC2=CC=C(C=C2)C)=O (5S)-5-{[(3R)-3-Hydroxypyrrolidin-1-yl]carbonyl}-2-(4-methylbenzyl)-5,6,7,8-tetrahydro[1,2,4]triazolo[4,3-a]pyridin-3(2H)-on